5-methylsulfonyl-hex-3-enoic acid methyl ester COC(CC=CC(C)S(=O)(=O)C)=O